C(\C=C\C1=CC=CC=C1)N1CCN(CC1)C(=O)C1=CC(=C(C=C1)OC)OC [4-[(E)-cinnamyl]piperazin-1-yl]-(3,4-dimethoxy-phenyl)methanone